4'-(4'-bromo-[1,1'-biphenyl]-4-yl)-2,2':6',2''-terpyridine BrC1=CC=C(C=C1)C1=CC=C(C=C1)C1=CC(=NC(=C1)C1=NC=CC=C1)C1=NC=CC=C1